sodium peroxynitrite N(=O)O[O-].[Na+]